5-(N-2-methoxyethyl-sulfonylamino)-[N',N'-bis(3-methylphenyl)]-isophthalamide COCCS(=O)(=O)NC=1C=C(C=C(C(=O)N)C1)C(=O)N(C1=CC(=CC=C1)C)C1=CC(=CC=C1)C